O.O.O=[Os](=O)(=O)=O.[K].[K] dipotassium dioxo(dioxo)osmium dihydrate